Tert-butyl N-(5-bromo-4-methoxy-1-methyl-indazol-3-yl)-N-tert-butoxycarbonyl-carbamate BrC=1C(=C2C(=NN(C2=CC1)C)N(C(OC(C)(C)C)=O)C(=O)OC(C)(C)C)OC